ONC([C@H](CC1=CC=C(C=C1)OC)N1N=NC(=C1)CNS(=O)(=O)C1=CC=C(S1)C1=CC=C(C(=O)NC)C=C1)=O (S)-4-(5-(N-((1-(1-(hydroxyamino)-3-(4-methoxyphenyl)-1-oxopropan-2-yl)-1H-1,2,3-triazol-4-yl)methyl)sulfamoyl)thiophen-2-yl)-N-methylbenzamide